C1(CCC1)C(=O)C1=CC=CC=C1 trans-cyclobutylphenyl ketone